Cl.N=1C(=CN2C1CNCC2)CO (5,6,7,8-tetrahydro-imidazo[1,2-a]pyrazin-2-yl)-methanol hydrochloride